BrC=1C=C2C(=NC1)OC(C(O2)([2H])[2H])([2H])[2H] 7-bromo(2,2,3,3-2H4)-2H,3H-[1,4]dioxino[2,3-b]pyridine